Nickel-cobalt lithium [Li].[Co].[Ni]